N[C@H]1CS(C2=C(N(C1=O)CC1=CC=C(C=C1)Cl)C=C(C(=C2)F)C=2OC(=NN2)C(CN2C(CCC2)=O)(C)C)(=O)=O (3R)-3-amino-5-[(4-chlorophenyl)methyl]-7-[5-[1,1-dimethyl-2-(2-oxopyrrolidin-1-yl)ethyl]-1,3,4-oxadiazol-2-yl]-8-fluoro-1,1-dioxo-2,3-dihydro-1lambda6,5-benzothiazepin-4-one